(2S,4r)-1-[(2S)-2-(4-cyclopropyl-triazol-1-yl)-3,3-dimethyl-butyryl]-4-hydroxy-N-([1,2,4]triazolo[1,5-a]pyrimidin-2-ylmethyl)pyrrolidine-2-carboxamide C1(CC1)C=1N=NN(C1)[C@H](C(=O)N1[C@@H](C[C@H](C1)O)C(=O)NCC1=NN2C(N=CC=C2)=N1)C(C)(C)C